tert-butyl (3-acetyl-1-(2-((2-((3-chloro-2-fluorobenzyl)amino)-2-oxoethyl)(isopropyl)amino)-2-oxoethyl)-1H-indazol-5-yl)carbamate C(C)(=O)C1=NN(C2=CC=C(C=C12)NC(OC(C)(C)C)=O)CC(=O)N(C(C)C)CC(=O)NCC1=C(C(=CC=C1)Cl)F